Z-Butyl 3-(2-((2-oxo-4-propyl-8-(1,2,3,4-tetrahydroquinoline-1-carbonyl)-2H-chromen-7-yl)oxy)ethyl)-3,8-diazabicyclo[3.2.1]octane-8-carboxylate O=C1OC2=C(C(=CC=C2C(=C1)CCC)OCCN1CC2CCC(C1)N2C(=O)OCCCC)C(=O)N2CCCC1=CC=CC=C21